5-[[4-Chloro-2-[3-[(2,2-difluoro-1,3-benzodioxol-5-yl)-methylcarbamoyl]phenyl]-5-(trifluoromethyl)pyrazol-3-yl]methoxy]pyridin ClC1=C(N(N=C1C(F)(F)F)C1=CC(=CC=C1)C(N(C)C1=CC2=C(OC(O2)(F)F)C=C1)=O)COC=1C=CC=NC1